ClC(CS(=O)(=O)O)(Cl)Cl trichloroethylsulfonic acid